(E)-[(2-chloro-5-fluorophenyl)methylidene]({1-[(trimethylsilyl)oxy]ethenyl})amine ClC1=C(C=C(C=C1)F)\C=N\C(=C)O[Si](C)(C)C